tert-butyl (1-(1H-pyrrolo[2,3-c]pyridin-5-yl)piperidin-4-yl)carbamate N1C=CC=2C1=CN=C(C2)N2CCC(CC2)NC(OC(C)(C)C)=O